C(C)(C)(C)OC(=O)N1CCC(CC1)C=1C=CC=2C(N(C3=CC=CC1C23)C2C(NC(CC2)=O)=O)=O.FC=2C(=C(C=CC2F)NC(C)=O)C N-(3,4-difluoro-2-methylphenyl)acetamide tert-Butyl-4-[1-(2,6-dioxo-3-piperidyl)-2-oxo-benzo[cJ]indol-5-yl]piperidine-1-carboxylate